COC1=C(CCN)C=C(C(=C1)SCCC)OC 2,5-dimethoxy-4-propylthiophenethylamine